N[C@@H](CCC(=O)[O-])C(=O)OCCC(=O)OC(C)(C)C BOC-ethyl glutamate